N-[4-(4-quinolin-5-ylphenoxy)tetrahydrofuran-3-yl]propane-2-sulfonamide N1=CC=CC2=C(C=CC=C12)C1=CC=C(OC2C(COC2)NS(=O)(=O)C(C)C)C=C1